5-(((3S,4S)-3-fluoro-1-methylpiperidin-4-yl)oxy)-N-(5-fluoroquinolin-6-yl)-7-(1-methyl-1H-pyrazol-4-yl)quinazolin-4-amine F[C@H]1CN(CC[C@@H]1OC1=C2C(=NC=NC2=CC(=C1)C=1C=NN(C1)C)NC=1C(=C2C=CC=NC2=CC1)F)C